CS(=O)(=O)C1=C(C=C(C=C1)B1OC(C(O1)(C)C)(C)C)O (methylsulfonyl)-5-(4,4,5,5-tetramethyl-1,3,2-dioxaborolan-2-yl)phenol